4-methyl-4-(cumylperoxy)-2-pentanol CC(CC(C)O)(C)OOC(C)(C)C1=CC=CC=C1